ClCC(=O)NC1CCC(CC1)C=1SC2=C(N1)C(=C(N2)C=2C=C(C=1N(C2)N=CN1)OC)C(C)C 2-chloro-N-(4-(6-isopropyl-5-(8-methoxy-[1,2,4]triazolo[1,5-a]pyridin-6-yl)-4H-pyrrolo[3,2-d]thiazol-2-yl)cyclohexyl)acetamide